tert-butyl (2R,4R)-2-(hydroxymethyl)-4-methylazetidine-1-carboxylate OC[C@@H]1N([C@@H](C1)C)C(=O)OC(C)(C)C